7-benzylsulfanyl-1-methyl-spiro[2H-pyrido[2,3-b][1,4]oxazine-3,1'-cyclopropane] C(C1=CC=CC=C1)SC1=CC2=C(OC3(CC3)CN2C)N=C1